dichloro-terephthalonitrile ClC=1C(=C(C#N)C=CC1C#N)Cl